6-chloro-7-methoxy-4-(1-phenyl-1H-imidazol-5-yl)pyrido[3,2-d]pyrimidine ClC=1C(=CC=2N=CN=C(C2N1)C1=CN=CN1C1=CC=CC=C1)OC